COC=1C=C(CCNC=2N=CC3=C(N2)N(C(CC3C)=O)C3CCOCC3)C=CC1OC 2-((3,4-dimethoxyphenethyl)amino)-5-methyl-8-(tetrahydro-2H-pyran-4-yl)-5,8-dihydropyrido[2,3-d]pyrimidin-7(6H)-one